methyl 2-amino-3-((2-(naphthalen-1-yl)ethyl)amino)propanoate hydrochloride Cl.NC(C(=O)OC)CNCCC1=CC=CC2=CC=CC=C12